2,5-bis(3-decylthiophene-2-yl)thiophene C(CCCCCCCCC)C1=C(SC=C1)C=1SC(=CC1)C=1SC=CC1CCCCCCCCCC